N-[2-(3-cyanophenyl)-1-[6-[2-(1H-imidazol-2-yl)ethoxy]-1,3-benzothiazol-2-yl]ethyl]benzenesulfonamide C(#N)C=1C=C(C=CC1)CC(C=1SC2=C(N1)C=CC(=C2)OCCC=2NC=CN2)NS(=O)(=O)C2=CC=CC=C2